C(CCC)(=O)O.C(CCC)(=O)O.C(CCCC)O amyl alcohol dibutyrate